C(C)(C)(C)OC(=O)N1CC2(C1)CC(C2)N2N=CN=C2C2CC2 6-(5-cyclopropyl-1,2,4-triazol-1-yl)-2-azaspiro[3.3]Heptane-2-carboxylic acid tert-butyl ester